NC1=NC=NN2C1=C(C=C2C=2C=C(C(=NC2)OC)C(=O)N[C@@H]2CN(C[C@@H]2C)C(=O)C2CCC(CC2)(F)F)C(F)(F)F 5-[4-amino-5-(trifluoromethyl)pyrrolo[2,1-f][1,2,4]triazin-7-yl]-N-[(3S,4S)-1-(4,4-difluorocyclohexanecarbonyl)-4-methyl-pyrrolidin-3-yl]-2-methoxy-pyridine-3-carboxamide